FC(C(C(=O)N1C[C@H]2OC3=C([C@@H]1C2)C=NC=C3C#CC(C)C)(C)C)F 3,3-difluoro-2,2-dimethyl-1-((2S,5S)-9-(3-methylbut-1-yn-1-yl)-2,3-dihydro-2,5-methanopyrido[3,4-f][1,4]oxazepin-4(5H)-yl)propan-1-one